COC1=CC=CC=2N=C(SC21)C=CC2=CC=C(C=C2)N2CCCCC2 7-methoxy-2-(4-(piperidin-1-yl)styryl)benzo[d]thiazole